C(C)N1CCN(CC1)C(COC1=C(CC=2NC(C3=C(N2)C(=NN3)C(C)C)=O)C=CC=C1)=O 5-{2-[2-(4-ethyl-piperazin-1-yl)-2-oxo-ethoxy]-benzyl}-3-isopropyl-1,6-di-hydro-pyrazolo[4,3-d]pyrimidin-7-one